2-{4-[3-(4-chloro-5-methoxy-1-methyl-1H-indole-2-amido)oxetan-3-yl]phenyl}-5-hydroxypentanoic acid ClC1=C2C=C(N(C2=CC=C1OC)C)C(=O)NC1(COC1)C1=CC=C(C=C1)C(C(=O)O)CCCO